8-bromo-N-[(4S)-3,4-dihydro-2H-chromen-4-yl]-4-methylisoquinoline-3-carboxamide BrC=1C=CC=C2C(=C(N=CC12)C(=O)N[C@H]1CCOC2=CC=CC=C12)C